C(C1=CC=CC=C1)C1=NC2=C(N1)C=C(C=C2C(=O)O)C2=C(C=C(C=C2)C)Cl 2-benzyl-6-(2-chloro-4-methylphenyl)-1H-benzo[d]imidazole-4-carboxylic acid